5-(5-((1S,2S)-2-(difluoromethyl)cyclopropyl)-6-(3-hydroxy-3-methylbut-1-yn-1-yl)pyridazine-3-yl)pyrimidine-2,4(1H,3H)-dione FC([C@@H]1[C@H](C1)C=1C=C(N=NC1C#CC(C)(C)O)C=1C(NC(NC1)=O)=O)F